3-(benzyloxy)-5-(1-(4-fluorophenyl)-1H-pyrazol-4-yl)-4-methyl-picolinenitrile C(C1=CC=CC=C1)OC=1C(=NC=C(C1C)C=1C=NN(C1)C1=CC=C(C=C1)F)C#N